2-methoxy-4-methyl-benzylamine hydrochloride salt Cl.COC1=C(CN)C=CC(=C1)C